1,2-di-(9Z-octadecenyl)-sn-glycero-3-phosphoethanolamine C(=CCCCCCCCCCCCCCCCC)OC[C@@H](OC=CCCCCCCCCCCCCCCCC)COP(=O)(O)OCCN